ClC1=C(C=C(C=C1OC)OC)C=1C(N(C2=CC(=NC=C2C1)C=1C=NN(C1)C)CC)=O 3-(2-chloro-3,5-dimethoxyphenyl)-1-ethyl-7-(1-methyl-1H-pyrazol-4-yl)-1,6-naphthyridin-2(1H)-one